1-(6-chloro-1-((R)-2-methylazetidin-1-yl)-2,7-naphthyridin-4-yl)ethan-1-ol ClC=1C=C2C(=CN=C(C2=CN1)N1[C@@H](CC1)C)C(C)O